[Si](C)(C)(C(C)(C)C)OCCCOC1=NN(C(=C1[N+](=O)[O-])C)C=1C(=NC=CC1)OCC 3-(3-(3-((tert-butyldimethylsilyl)oxy)propoxy)-5-methyl-4-nitro-1H-pyrazol-1-yl)-2-ethoxypyridine